(R)-N-(1-(2-(((4-(4-morpholino-7H-pyrrolo[2,3-d]pyrimidin-6-yl)phenyl)amino)methyl)isonicotinoyl)piperidin-3-yl)acrylamide O1CCN(CC1)C=1C2=C(N=CN1)NC(=C2)C2=CC=C(C=C2)NCC=2C=C(C(=O)N1C[C@@H](CCC1)NC(C=C)=O)C=CN2